C(C)(=O)O.FC=1C(=C(C=CC1F)C(=O)N1CC(C1)(O)CNC1CC2=CC=CC=C2C1)NC1=C(C=C(C=C1)I)F 1-({3,4-difluoro-2-[(2-fluoro-4-iodophenyl)amino]Phenyl}carbonyl)-3-[(2,3-dihydro-1H-inden-2-ylamino)methyl]Azetidin-3-ol acetate salt